N-cyclobutyl-4-(furo[3,2-c]pyridin-4-yl)benzamide C1(CCC1)NC(C1=CC=C(C=C1)C1=NC=CC2=C1C=CO2)=O